(4-cyclopropyl-1H-imidazol-1-yl)-2-fluoro-N-(6-(4-isopropyl-5-methyl-4H-1,2,4-triazol-3-yl)pyridin-2-yl)-4-methylbenzamide C1(CC1)C=1N=CN(C1)C=1C(=C(C(=O)NC2=NC(=CC=C2)C2=NN=C(N2C(C)C)C)C=CC1C)F